(1R)-(1S,2S,3R,5S)-Pinanediol [C@]12([C@@](CC[C@H](C1(C)C)C2)(C)O)O